C(=CC)N1CC(CC1)C=1N=C(N2C(=NC=CC21)N)C2=CC=C(C(=O)NC1=NC=CC(=C1)C1CC1)C=C2 4-(1-(1-propenylpyrrolidin-3-yl)-5-aminoimidazo[1,5-c]pyrimidin-3-yl)-N-(4-cyclopropylpyridin-2-yl)benzamide